1-Cyclobutyl-1-(pyrazolo[1,5-a]pyridin-5-ylmethyl)-3-(3-(trifluoromethyl)phenyl)urea C1(CCC1)N(C(=O)NC1=CC(=CC=C1)C(F)(F)F)CC1=CC=2N(C=C1)N=CC2